C(N)(=O)C1=CC(=C(C(=C1)[N+](=O)[O-])NC/C=C/CNC1=C(C=C(C(=O)N)C=C1[N+](=O)[O-])OC)OCCCN1CCOCC1 (E)-4-((4-((4-Carbamoyl-2-(3-morpholinopropoxy)-6-nitrophenyl)amino)but-2-en-1-yl)amino)-3-methoxy-5-nitrobenzamide